1,4-dibromobutane-2,3-dione BrCC(C(CBr)=O)=O